methyl 4-benzyl-3-oxo-3,4-dihydro-2H-thieno[3,2-b][1,4]thiazine-6-carboxylate C(C1=CC=CC=C1)N1C2=C(SCC1=O)C=C(S2)C(=O)OC